(1-bromo-2,2,2-trifluoroethyl)benzene BrC(C(F)(F)F)C1=CC=CC=C1